2-[4-(2-{4-[1-(2-ethoxyethyl)-1H-benzimidazol-2-yl]-1-piperidinyl}ethyl)phenyl]-2-methylpropionic acid C(C)OCCN1C(=NC2=C1C=CC=C2)C2CCN(CC2)CCC2=CC=C(C=C2)C(C(=O)O)(C)C